OC1=C(C(=O)[O-])C=C(C=C1)O.[Na+] sodium 2,5-dihydroxybenzoate